Cl.Cl.CN(CCOC1=C(C=C(C=C1C)C1=NC2=CC(=CC(=C2C(N1)=O)OC)OC)C)C 2-[4-[2-(dimethylamino)ethoxy]-3,5-dimethyl-phenyl]-5,7-dimethoxy-3H-quinazolin-4-one, dihydrochloride